2-(Methoxymethyl)-N-(thiophen-3-yl)-6-({[2-(trifluoromethyl)phenyl]carbonyl}amino)-1H-benzoimidazole-4-carboxamide COCC1=NC2=C(N1)C=C(C=C2C(=O)NC2=CSC=C2)NC(=O)C2=C(C=CC=C2)C(F)(F)F